(S)-N-(6-((3-aminopiperidin-1-yl)methyl)-4-(4-methyl-1H-imidazol-1-yl)pyridin-2-yl)-4-phenyl-picolinamide N[C@@H]1CN(CCC1)CC1=CC(=CC(=N1)NC(C1=NC=CC(=C1)C1=CC=CC=C1)=O)N1C=NC(=C1)C